2-(dimethylamino)-1-(2-(4-phenyl-1H-imidazol-2-yl)piperidin-1-yl)propan-1-one CN(C(C(=O)N1C(CCCC1)C=1NC=C(N1)C1=CC=CC=C1)C)C